5,8-diethylquinoline C(C)C1=C2C=CC=NC2=C(C=C1)CC